2-(2-((6-fluorobenzo[d]oxazol-2-yl)amino)benzo[d]oxazol-5-yl)-N-methylacetamide FC1=CC2=C(N=C(O2)NC=2OC3=C(N2)C=C(C=C3)CC(=O)NC)C=C1